(Z)-N-(2-(diethylamino)ethyl)-5-((5-fluoro-2-oxo-1-(piperazine-1-carbonyl)indol-3-ylidene)methyl)-2,4-dimethyl-1H-pyrrole-3-carboxamide hydrochloride salt Cl.C(C)N(CCNC(=O)C1=C(NC(=C1C)\C=C\1/C(N(C2=CC=C(C=C12)F)C(=O)N1CCNCC1)=O)C)CC